FC(OC1=CC=C(C=C1)C1=CN=C2N1C=CN=C2NC2=CC(=C(C(=O)N1CCN(CC1)C(=O)N1C[C@H](NCC1)C(=O)O)C=C2)C)F (2S)-4-[4-[4-[[3-[4-(difluoromethoxy)phenyl]imidazo[1,2-a]pyrazin-8-yl]amino]-2-methylbenzoyl]piperazine-1-carbonyl]piperazine-2-carboxylic acid